FC(C(=O)O)(F)F.FC1=C(C=CC=C1)S(=O)(=O)NC=1C(=NC=C(C1)C=1C=CC=2N=CN=C(C2N1)N1CCNCC1)OC 2-fluoro-N-(2-methoxy-5-(4-(piperazin-1-yl)pyrido[3,2-d]pyrimidin-6-yl)pyridin-3-yl)benzenesulfonamide trifluoroacetate salt